1-(3-chloropyridin-2-yl)-3-{[5-(trifluoromethyl)-1H-tetrazol-1-yl]methyl}-1H-pyrazol ClC=1C(=NC=CC1)N1N=C(C=C1)CN1N=NN=C1C(F)(F)F